1-((R)-(2-((R)-1-amino-2-((1,1,1-trifluoro-2-methylpropan-2-yl)oxy)ethyl)imidazo[1,2-b]pyridazin-7-yl)(cyclopropyl)methyl)-5,5-difluorotetrahydropyrimidin-2(1H)-one N[C@@H](COC(C(F)(F)F)(C)C)C=1N=C2N(N=CC(=C2)[C@H](N2C(NCC(C2)(F)F)=O)C2CC2)C1